NC1=C2C(=NC=N1)N(N=C2C2=CC=C(C=C2)OC2=CC=CC=C2)C[C@H]2N(CCC2)C2OCCN(C2)C(\C=C\C)=O (E)-1-(2-((S)-2-((4-amino-3-(4-phenoxyphenyl)-1H-pyrazolo[3,4-d]pyrimidin-1-yl)methyl)pyrrolidin-1-yl)morpholino)but-2-en-1-one